(3aR,7aS)-1-((4-methyl-1-oxo-1,3-dihydroisobenzofuran-5-yl)methyl)hexahydrooxazolo[5,4-c]pyridin-2(1H)-one CC1=C2COC(C2=CC=C1CN1C(O[C@@H]2CNCC[C@@H]21)=O)=O